6-Chloro-1-methyl-8-[3-(pyrimidin-2-ylmethoxy)-phenyl]-9H-pyrido[3,4-b]indole ClC=1C=C2C3=C(NC2=C(C1)C1=CC(=CC=C1)OCC1=NC=CC=N1)C(=NC=C3)C